N,N-dimethyl-2-(diphenylmethoxy)ethylamine CN(C)CCOC(C1=CC=CC=C1)C1=CC=CC=C1